1-(9Z,12Z-heptadecadienoyl)-2-(11Z-docosenoyl)-glycero-3-phosphoserine CCCCCCCCCC/C=C\CCCCCCCCCC(=O)O[C@H](COC(=O)CCCCCCC/C=C\C/C=C\CCCC)COP(=O)(O)OC[C@@H](C(=O)O)N